CC1CN(C1)C(=O)[C@@H]1CCCC=2N1C(N(N2)CC2=CC=C(C=C2)C)=O (5S)-5-[(3-Methylazetidin-1-yl)carbonyl]-2-(4-methylbenzyl)-5,6,7,8-tetrahydro[1,2,4]triazolo[4,3-a]pyridin-3(2H)-on